C1(=CC=CC=C1)[C@H]([C@@H](N)C1=CC=CC=C1)O (1R,2S)-1,2-diphenyl-2-aminoethanol